C(C)(C)(C)OC(=O)N1C(C(NCC1)C)CC#N.COC=1C=C(C=CC1)CCCC1=CC(=CC=C1)OC 1,3-bis(3-methoxyphenyl)propane tert-butyl-2-(cyanomethyl)-3-methylpiperazine-1-carboxylate